5-((3-chloro-2-(3-((tetrahydro-2H-pyran-2-yl)oxy)azetidin-1-yl)pyridin-4-yl)thio)-2-(methylsulfonyl)-1H-imidazo[4,5-b]pyrazine ClC=1C(=NC=CC1SC=1N=C2C(=NC1)NC(=N2)S(=O)(=O)C)N2CC(C2)OC2OCCCC2